C(C)N1N=C(C(=C1)C(F)(F)F)C(C(F)(F)F)(F)F 1-ethyl-3-(1,1,2,2,2-pentafluoroethyl)-4-(trifluoromethyl)-1H-pyrazole